(R)-2-(3-fluoro-5-isopropyl-2-methoxyphenyl)-2-((R)-3-(methyl(6-((S)-1,2,3,4-tetrahydro-1,8-naphthyridin-2-yl)hexyl)amino)pyrrolidin-1-yl)acetic acid FC=1C(=C(C=C(C1)C(C)C)[C@H](C(=O)O)N1C[C@@H](CC1)N(CCCCCC[C@@H]1NC2=NC=CC=C2CC1)C)OC